5-(N-(4-chloro-2-((phenethylamino)methyl)phenyl)-N-ethylsulfamoyl)-3-methylbenzofuran-2-carboxylic acid ethyl ester C(C)OC(=O)C=1OC2=C(C1C)C=C(C=C2)S(N(CC)C2=C(C=C(C=C2)Cl)CNCCC2=CC=CC=C2)(=O)=O